yttrium trichloroacetate ClC(C(=O)[O-])(Cl)Cl.[Y+3].ClC(C(=O)[O-])(Cl)Cl.ClC(C(=O)[O-])(Cl)Cl